[Cl-].[Cl-].C(C)(C)(C)C1=CC=C(O[Ti+2])C(=C1)C(C)(C)C 4,6-di-t-butylphenoxy-titanium dichloride